3-mercapto-3-methylbutyl formate C(=O)OCCC(C)(C)S